ClC1=C(C=CC=C1)CN1N=C(C=C1C1=CC(=CC=C1)C(C)C)COC(C(=O)O)(C)C 2-([1-[(2-Chlorophenyl)methyl]-5-[3-(propan-2-yl)phenyl]-1H-pyrazol-3-yl]methoxy)-2-methylpropanoic acid